methyl (3S)-7-hydroxy-5-oxooctahydroindolizine-3-carboxylate OC1CC(N2[C@@H](CCC2C1)C(=O)OC)=O